2-allyl-6-((4-(3-fluoropropoxy)phenyl)amino)-1-(6-(piperidin-4-yloxy)pyridin-2-yl)-1,2-dihydro-3H-pyrazolo[3,4-d]pyrimidin-3-one C(C=C)N1N(C2=NC(=NC=C2C1=O)NC1=CC=C(C=C1)OCCCF)C1=NC(=CC=C1)OC1CCNCC1